N-[[4-(trifluoromethyl)phenyl]methyl]acetamid FC(C1=CC=C(C=C1)CNC(C)=O)(F)F